(5R,6S,8R)-8-[(1S,2R)-2,6-difluoro-1-hydroxy-7-(tetrahydro-2H-pyran-4-yl)-4-indanyl]-3,5,6-trifluoro-5,6,7,8-tetrahydro-1-naphthonitrile F[C@H]1[C@H](C2=C(C(=CC(=C2C1)[C@H]1C[C@@H]([C@@H](C=2C=C(C=C(C12)C#N)F)F)F)F)C1CCOCC1)O